FC1=C(C(=O)N2CC3=CC(=CC=C3CC2)C(CC(=O)O)C2=C(C3=C(N(N=N3)CC)C=C2)C)C(=CC=C1)F 3-(2-(2,6-difluorobenzoyl)-1,2,3,4-tetrahydroisoquinolin-7-yl)-3-(1-ethyl-4-methyl-1H-benzo[d][1,2,3]triazol-5-yl)propanoic acid